The molecule is a member of the class of furans that is 2,5-dimethylfuran carrying additional oxo and hydroxy groups at positions 3 and 4 respectively. It has been found particularly in strawberries and other such fruits. It has a role as a flavouring agent, a fragrance and a plant metabolite. It is a member of furans, an enol and a cyclic ketone. It is a conjugate acid of a 4-hydroxy-2,5-dimethylfuran-3-olate. CC1C(=O)C(=C(O1)C)O